F[Si+3].[NH4+] ammonium fluorosilicon